3-methyl-6-((4-(2-methyl-8-(methylamino)-1,7-naphthyridin-3-yl)piperazin-1-yl)methyl)thieno[3,2-d]pyrimidine-2,4(1H,3H)-dione CN1C(NC2=C(C1=O)SC(=C2)CN2CCN(CC2)C=2C(=NC1=C(N=CC=C1C2)NC)C)=O